[3-(2-pyridyl)[1,1'-biphenyl]-4-yl]bis[2-(2-pyridyl)phenyl]iridium N1=C(C=CC=C1)C=1C=C(C=CC1[Ir](C1=C(C=CC=C1)C1=NC=CC=C1)C1=C(C=CC=C1)C1=NC=CC=C1)C1=CC=CC=C1